NC1=C(C(C(O1)C1=CC=C(C(=O)O)C=C1)=O)OS(=O)(=O)CC1=CC=C(C=C1)F 4-(5-amino-4-(((4-fluorobenzyl)sulfonyl)oxy)-3-oxo-2,3-dihydrofuran-2-yl)benzoic acid